benzyl (R)-2-(benzyloxy)-4-(N-(4-cyclohexylbenzyl)-1-((pentafluorophenyl)sulfonyl)pyrrolidine-3-carboxamido)benzoate C(C1=CC=CC=C1)OC1=C(C(=O)OCC2=CC=CC=C2)C=CC(=C1)N(C(=O)[C@H]1CN(CC1)S(=O)(=O)C1=C(C(=C(C(=C1F)F)F)F)F)CC1=CC=C(C=C1)C1CCCCC1